C(C1=CC=CC=C1)OC1=C(C(=O)N(CCC)C=2C=C(C=CC2)C2=CC(=C(C(=C2)N(C2CCOCC2)CC)C)C(=O)O)C=C(C(=C1)OCC1=CC=CC=C1)C(C)C 3'-(2,4-bis(benzyloxy)-5-isopropyl-N-propylbenzamido)-5-(ethyl(tetrahydro-2H-pyran-4-yl)amino)-4-methyl-[1,1'-biphenyl]-3-carboxylic acid